(2s,3s,4r,5r)-5-(6-(benzylamino)-2-(5-(benzyloxy)pyridin-3-yl)-9H-purin-9-yl)-3,4-dihydroxy-N-(methyl-d3)-tetrahydrofuran-2-carboxamide C(C1=CC=CC=C1)NC1=C2N=CN(C2=NC(=N1)C=1C=NC=C(C1)OCC1=CC=CC=C1)[C@H]1[C@@H]([C@@H]([C@H](O1)C(=O)NC([2H])([2H])[2H])O)O